C(#N)C=1C(=NC(=CC1C(F)(F)F)C(F)(F)F)NCC(=O)N(C)C1=CC=C(C=C1)C#N 2-((3-cyano-4,6-bis(trifluoromethyl)pyridin-2-yl)-amino)-N-(4-cyanophenyl)-N-methylacetamide